N1=CC(=CC=C1)CCCC(=O)O 4-(3-pyridinyl)-1-butanoic acid